1-(bicyclo[1.1.1]pentan-1-yl)-4-((5-bromopyridin-2-yl)methyl)-1,4-dihydropyrazine-2,3-dione C12(CC(C1)C2)N2C(C(N(C=C2)CC2=NC=C(C=C2)Br)=O)=O